SCCC(=O)OCCCCCCCCCCCC dodecyl β-mercaptopropionate